6-amino-5-methyl-2-[1-methyl-5-(trifluoromethylthio)benzimidazol-2-yl]pyridine-3-carboxylic acid ethyl ester C(C)OC(=O)C=1C(=NC(=C(C1)C)N)C1=NC2=C(N1C)C=CC(=C2)SC(F)(F)F